tert-butyl 2-(2-chloroethyl)-2,7-diazaspiro[3.5]nonane-7-carboxylate ClCCN1CC2(C1)CCN(CC2)C(=O)OC(C)(C)C